FC1=C(C(=CC=C1)F)CN1C(N(N=C1)C1=CC=C(C=C1)OC1=C(N=C(S1)C1CNCC1)C)=O 4-[(2,6-difluorophenyl)methyl]-2-[4-(4-methyl-2-pyrrolidin-3-yl-thiazol-5-yl)oxyphenyl]-1,2,4-triazol-3-one